NC=1C(=NC(=C(N1)F)C1=C(C=C(C(=C1)CN(C)C)N1CCOCC1)F)C=1C=C2C(=CNC(C2=CC1)=O)F 6-(3-amino-6-(5-((dimethylamino)methyl)-2-fluoro-4-morpholinophenyl)-5-fluoropyrazin-2-yl)-4-fluoroisoquinolin-1(2H)-one